C(C1=CC=CC=C1)OC(=O)N1CCC(=CC1)B1OC(C)(C)C(C)(C)O1 N-benzyloxycarbonyl-3,6-dihydro-2H-pyridine-4-boronic acid pinacol ester